N,N'-dimethyl-N,N'-dihexyl-3-oxapentanediamide CN(C(COCC(=O)N(CCCCCC)C)=O)CCCCCC